C(C)[Hf](C)(CC)CC Triethyl-methylHafnium